Trans-N-(4-{[6-(5-chloro-2-fluorophenyl)-3-[(2-hydroxyethyl)sulfanyl]pyridazin-4-yl]amino}pyridin-2-yl)-3-[(1S,4S)-5-methyl-2,5-diazabicyclo[2.2.1]heptan-2-yl]cyclobutane-1-carboxamide ClC=1C=CC(=C(C1)C1=CC(=C(N=N1)SCCO)NC1=CC(=NC=C1)NC(=O)[C@@H]1C[C@H](C1)N1[C@@H]2CN([C@H](C1)C2)C)F